monoiododiphenyl-tin I[Sn](C1=CC=CC=C1)C1=CC=CC=C1